(R)-4-(3-hydroxypiperidin-1-yl)-N-(quinolin-8-yl)picolinamide O[C@H]1CN(CCC1)C1=CC(=NC=C1)C(=O)NC=1C=CC=C2C=CC=NC12